BrCCCCCCOC(C)(C)C=1N=C(SC1)C1=CC=C(C=C1)F 4-{2-[(6-bromohexyl)oxy]-2-propanyl}-2-(4-fluorophenyl)-1,3-thiazole